C(C)C1CN=C2N1C(N(C1=C2N=CC(=C1)N1CCOCC1)CC1=CC=C(C=C1)OC)=O 3-ethyl-6-(4-methoxybenzyl)-8-(morpholin-4-yl)-2,6-dihydroimidazo[1,2-c]pyrido[2,3-e]pyrimidin-5(3H)-one